2-amino-2-methyl-N-(2-(methyl-(prop-2-yn-1-yl)amino)ethyl)propanamide NC(C(=O)NCCN(CC#C)C)(C)C